allyl-sulfonic acid sodium salt [Na+].C(C=C)S(=O)(=O)[O-]